C1(CC1)CNC(C=1C=C(C=CC1)NC(=O)C1=CC(=NN1C=1C=C(CNC(OC(C)(C)C)=O)C=CC1)C(F)(F)F)C1=CC(=CC=C1)OC(F)(F)F tert-Butyl 3-(5-(3-((cyclopropylmethylamino)(3-(trifluoromethoxy)phenyl)methyl) phenylcarbamoyl)-3-(trifluoromethyl)-1H-pyrazol-1-yl)benzylcarbamate